CN1N=C2C(NC(C(=C2N[C@@H](C)C2=NC=CC=N2)C2=NC3=C(N2)C=C(C=C3)N3C[C@H](OCC3)C(F)(F)F)=O)=C1 |o1:10,29| 2-Methyl-7-(((S*)-1-(pyrimidin-2-yl)ethyl)amino)-6-(6-((S*)-2-(trifluoromethyl)-morpholino)-1H-benzo[d]imidazol-2-yl)-2H-pyrazolo[4,3-b]pyridin-5(4H)-one